Dimethyl 2,6-dimethyl-4-(4-bromophenyl)-1,4-dihydropyridine-3,5-dicarboxylate CC=1NC(=C(C(C1C(=O)OC)C1=CC=C(C=C1)Br)C(=O)OC)C